(S)-quinuclidin-3-yl ((R)-5-(4-(tert-butyl)phenyl)-2,2-dimethyl-2,3-dihydro-1H-inden-1-yl)carbamate C(C)(C)(C)C1=CC=C(C=C1)C=1C=C2CC([C@H](C2=CC1)NC(O[C@@H]1CN2CCC1CC2)=O)(C)C